C(C#CC)(=O)N1CCC2C1CN(CC2)C2=C1C(=C(NC1=C(C=C2F)C(=O)N)C)C 4-(1-(but-2-ynoyl)octahydro-6H-pyrrolo[2,3-c]pyridin-6-yl)-5-fluoro-2,3-dimethyl-1H-indole-7-carboxamide